2-(2-cyclopropylbenzoyl)-2-oxoacetate C1(CC1)C1=C(C(=O)C(C(=O)[O-])=O)C=CC=C1